ClC=1N=CC(=NC1)NC(C(C1=CC=C(C=C1)C=1N=NN(N1)C)C1CC(CC1)(F)F)=O N-(5-Chloropyrazin-2-yl)-2-(3,3-difluorocyclopentyl)-2-(4-(2-methyl-2H-tetrazol-5-yl)phenyl)acetamide